ClC=1C=C(C=CC1)C1OCCN(C1)C[C@H](COC1=CC=C(C=C1)N(S(=O)(=O)C)C)O N-(4-((2R)-3-(2-(3-chlorophenyl)morpholino)-2-hydroxypropoxy)phenyl)-N-methylmethanesulfonamide